ethyl 2,2-dimethyl-3-((1-(2-(methyl(2-(p-tolyloxy)ethyl)amino)-2-oxoethyl)-1H-pyrazol-4-yl)amino)-3-oxopropanoate CC(C(=O)OCC)(C(=O)NC=1C=NN(C1)CC(=O)N(CCOC1=CC=C(C=C1)C)C)C